5-(cyclohexylmethyl)-7-hydroxypyrazolo[1,5-a]pyrimidine-2-carboxylic acid C1(CCCCC1)CC1=NC=2N(C(=C1)O)N=C(C2)C(=O)O